4-bromo-2-(difluoromethoxy)-5-methylaniline BrC1=CC(=C(N)C=C1C)OC(F)F